(S)-6-(4-fluorophenyl)-4-hydroxy-1-(2-(2-methylmorpholino)ethyl)-2-oxo-N-(spiro[2.3]hexan-5-yl)-1,2-dihydro-1,8-naphthyridine-3-carboxamide FC1=CC=C(C=C1)C=1C=C2C(=C(C(N(C2=NC1)CCN1C[C@@H](OCC1)C)=O)C(=O)NC1CC2(CC2)C1)O